2-hydroxy-2-methyl-1-((CIS)-2-((((CIS)-4-phenylcyclohexyl)oxy)methyl)-3-(1H-pyrazol-3-yl)piperidin-1-yl)propan-1-one OC(C(=O)N1[C@H]([C@H](CCC1)C1=NNC=C1)CO[C@@H]1CC[C@@H](CC1)C1=CC=CC=C1)(C)C